3-((4,4-bis(octyloxy)butanoyl)oxy)-2-(hydroxymethyl)propyl (9Z,12Z)-octadeca-9,12-dienoate C(CCCCCCC\C=C/C\C=C/CCCCC)(=O)OCC(COC(CCC(OCCCCCCCC)OCCCCCCCC)=O)CO